OC(C(=O)OCC)=CC(=O)C1=CC=C(C=C1)F Ethyl 2-hydroxy-4-(4-fluorophenyl)-4-oxobut-2-enoate